CC1C(C2=CC(=CC=C2C1)C)N 2,6-Dimethyl-1-indanamine